BrC1=CC(=C(C=C1)C=C1CN(C1)C(=O)OC(C)(C)C)C#N tert-butyl 3-[(4-bromo-2-cyano-phenyl)methylene]azetidine-1-carboxylate